FC1=CC=C(OC=2C=CC(=NC2)NC(C(C)N2CCN(CC2)CC2=CNC(C=C2)=O)=O)C=C1 N-(5-(4-fluorophenoxy)pyridin-2-yl)-2-(4-((6-oxo-1,6-dihydropyridin-3-yl)methyl)piperazin-1-yl)propanamide